O[C@@H]1CNCCC1 (3S,4R)-3-hydroxypiperidin